ClC=1C(=NC=CC1C1=NC(=C(C=C1)CNC[C@@H](C)O)OC)C1=C(C(=CC=C1)NC1=NC=CC(=C1F)CNC[C@@H](C)O)Cl (R)-1-(((3'-chloro-2'-(2-chloro-3-((3-fluoro-4-((((R)-2-hydroxypropyl)amino)methyl)pyridin-2-yl)amino)phenyl)-6-methoxy-[2,4'-bipyridin]-5-yl)methyl)amino)propan-2-ol